C(OC=CCCC[Si](C)(C)C)([O-])=O 3-(trimethylsilyl)propylvinyl carbonate